5-[3-(5,5-dimethyl-4-azaspiro[2.5]octan-7-yl)-3H-[1,2,3]triazolo[4,5-c]pyridazin-6-yl]-1-methyl-1H-benzotriazol-6-ol CC1(NC2(CC2)CC(C1)N1N=NC2=C1N=NC(=C2)C2=CC1=C(N(N=N1)C)C=C2O)C